CC1(CCC=2C(=NNC2C1)C=1NC2=CC(=CC=C2C1)C(=O)O)C 2-(6,6-dimethyl-1,4,5,7-tetrahydroindazol-3-yl)-1H-indole-6-carboxylic acid